CNC1=CC(=NC(=C1)C)NC1=C(C(=C2C(=N1)CCO2)C=2CCCN(CC2)C)C N4,6-dimethyl-N2-[6-methyl-7-(1-methyl-2,3,4,7-tetrahydroazepin-5-yl)-2,3-dihydrofuro[3,2-b]pyridin-5-yl]pyridine-2,4-diamine